5,7-dodecadiyn-1,12-diol C(CCCC#CC#CCCCCO)O